methyl (6-(1H-1,2,4-triazol-1-yl)pyridin-3-yl)(hydroxy)carbamate N1(N=CN=C1)C1=CC=C(C=N1)N(C(OC)=O)O